Bis[[(2,6-dinitrobenzyl)oxy]carbonyl]piperazine [N+](=O)([O-])C1=C(COC(=O)N2CCN(CC2)C(=O)OCC2=C(C=CC=C2[N+](=O)[O-])[N+](=O)[O-])C(=CC=C1)[N+](=O)[O-]